4,5-Diamino-6-bromo-7-methyl-2,3-dihydro-1H-isoindole-2-carboxylic acid-2-methylpropan-2-yl ester CC(C)(C)OC(=O)N1CC2=C(C(=C(C(=C2C1)N)N)Br)C